2-(4-(2-(6-(Trifluoromethyl)imidazo[1,2-a]pyrazin-3-yl)pyrimidin-4-yl)piperazin-1-yl)ethan-1-ol FC(C=1N=CC=2N(C1)C(=CN2)C2=NC=CC(=N2)N2CCN(CC2)CCO)(F)F